[Ag+].ClCC1=C(N=C(S1)C1=CC=C(C=C1)C(F)(F)F)C(C)C (chloromethyl)-4-isopropyl-2-(4-(trifluoromethyl)phenyl)thiazole silver (I)